ClC1=NC(=CC2=C1C=C(N2CC2=CC=C(C=C2)C(N(C)C)=O)C(=O)O)SC2=CC(=C(C=C2)Cl)Cl 4-chloro-6-(3,4-dichlorophenyl)sulfanyl-1-[[4-(dimethylcarbamoyl)phenyl]methyl]pyrrolo[3,2-c]pyridine-2-carboxylic acid